3-((3R,4R)-3-((7-(2-(3-benzoylphenyl)propionyl)-7H-pyrrolo[2,3-d]pyrimidin-4-yl)(methyl)amino)-4-methylpiperidin-1-yl)-3-oxopropionitrile C(C1=CC=CC=C1)(=O)C=1C=C(C=CC1)C(C(=O)N1C=CC2=C1N=CN=C2N([C@H]2CN(CC[C@H]2C)C(CC#N)=O)C)C